(2S,4R)-4-hydroxy-1-[(2R)-3-methyl-2-[3-[(3R)-3-methylpiperazin-1-yl]isoxazol-5-yl]butanoyl]-N-[(1S)-1-[4-(4-methylthiazol-5-yl)phenyl]ethyl]pyrrolidine-2-carboxamide O[C@@H]1C[C@H](N(C1)C([C@H](C(C)C)C1=CC(=NO1)N1C[C@H](NCC1)C)=O)C(=O)N[C@@H](C)C1=CC=C(C=C1)C1=C(N=CS1)C